C(C)(C)(C)N1N=C(C=C1NC1=NC=CN=C1)C1CC(CC1)OC1=NC=CC=C1C(C)C N-(1-(tert-butyl)-3-(3-((3-isopropylpyridin-2-yl)oxy)cyclopentyl)-1H-pyrazol-5-yl)pyrazin-2-amine